N1=CN=CC(=C1)[2H] pyrimidine-5-d